oxalic acid chloro-monoethyl ester ClCCOC(C(=O)O)=O